2-cyclohex-3-enyl-N-cyclohexyl-2-[2-(2,4-dimethoxy-phenyl)-benzimidazol-1-yl]-acetamide C1(CC=CCC1)C(C(=O)NC1CCCCC1)N1C(=NC2=C1C=CC=C2)C2=C(C=C(C=C2)OC)OC